CO\N=C(\C(=O)NC)/C1=C(C(=CC=C1)C)CO/N=C/1\CCCC2CC=CC=C12 (2E)-2-methoxyimino-N-methyl-2-[3-methyl-2-[[(E)-tetrahydronaphthalen-1-ylideneamino]oxymethyl]phenyl]acetamide